2,4,6-trimethyl-benzoyl-ethoxyphenylphosphine oxide CC1=C(C(=O)P(C2=CC=CC=C2)(OCC)=O)C(=CC(=C1)C)C